CC1=C(C(=O)P(C2=CC=CC=C2)(C2=CC=CC=C2)=O)C(=CC(=C1)C)C (l)-2,4,6-trimethylbenzoyl-diphenyl-phosphine oxide